N,N-dimethylheptacos-18-en-10-amine CN(C(CCCCCCCCC)CCCCCCCC=CCCCCCCCC)C